(2S)-2-[[(3S)-5-chloro-8-hydroxy-3-(hydroxymethyl)-1-oxo-3,4-dihydroisochromene-7-carbonyl]amino]-3-phenylpropanoic acid ClC1=C2C[C@H](OC(C2=C(C(=C1)C(=O)N[C@H](C(=O)O)CC1=CC=CC=C1)O)=O)CO